(R)-1-(3-chlorophenyl-ethyl)-3-((4-(methylsulfonyl)phenoxy)methyl)azepane ClC=1C=C(C=CC1)CCN1C[C@@H](CCCC1)COC1=CC=C(C=C1)S(=O)(=O)C